C(C)OC(=O)C1CC=C(CC1)C=1C=NN(C1)C 4-(1-Methyl-1H-pyrazol-4-yl)cyclohex-3-ene-1-carboxylic acid ethyl ester